C1NCC12CC(NCC2)=O 2,7-diazaspiro[3.5]nonan-6-one